CNCC(C)C methyl(2-methylpropyl)amine